3-(2-fluoro-4-methylsulfonyl-anilino)-5-(methylamino)-6-(3-methylimidazo[4,5-c]pyridin-7-yl)pyrazine-2-carboxamide FC1=C(NC=2C(=NC(=C(N2)NC)C=2C3=C(C=NC2)N(C=N3)C)C(=O)N)C=CC(=C1)S(=O)(=O)C